C(C)(C)C1=C(NC2=CC=C(C=C12)OCC=1C=NC=CC1)C1=CC(=NC=C1)C 3-isopropyl-2-(2-methylpyridin-4-yl)-5-(pyridin-3-ylmethoxy)-1H-indole